C(#N)C=1SC=CC1SCC(=O)OCC ethyl [(2-cyanothiophen-3-yl)thio]acetate